5-(benzylthio)-1H-1,2,3-triazole-4-carboxylic acid C(C1=CC=CC=C1)SC1=C(N=NN1)C(=O)O